FC(C=1OC(=NN1)C1=CC=C(C=C1)CN1N=NC(=C1)C1=CC(=CC=C1)F)F 2-(difluoromethyl)-5-(4-((4-(3-fluorophenyl)-1H-1,2,3-triazol-1-yl)methyl)phenyl)-1,3,4-oxadiazole